C1(=CC(=CC=C1)C[C@@H]1N(CC[C@@H]1NS(=O)(=O)C)C(CC(C)C)=O)C1=CC=CC=C1 N-(cis-2-(biphenyl-3-ylmethyl)-1-(3-methylbutanoyl)pyrrolidin-3-yl)methanesulfonamide